(3-fluoro-4-((4-methylpyrimidin-2-yl)oxy)phenyl)-6-(piperidin-4-yl)pyrimidin-4-amine hydrochloride Cl.FC=1C=C(C=CC1OC1=NC=CC(=N1)C)C1=NC(=CC(=N1)N)C1CCNCC1